Ethyl (S)-3-((tert-butoxycarbonyl)amino)-3-(2'-hydroxy-5,6'-dimethyl-[1,1'-biphenyl]-3-yl)propanoate C(C)(C)(C)OC(=O)N[C@@H](CC(=O)OCC)C=1C=C(C=C(C1)C)C1=C(C=CC=C1C)O